5-(trifluoromethyl-sulfonyloxy)-2-(N-propylamino)indan FC(S(=O)(=O)OC=1C=C2CC(CC2=CC1)NCCC)(F)F